Neodymium (2-hexyl-2-octyl decanoate) C(CCCCC)C(C(=O)[O-])(CCCCCCCC)CCCCCCCC.[Nd+3].C(CCCCC)C(C(=O)[O-])(CCCCCCCC)CCCCCCCC.C(CCCCC)C(C(=O)[O-])(CCCCCCCC)CCCCCCCC